[rac-(5S,7S)-7-Fluoro-5-phenyl-6,7-dihydro-5H-pyrrolo[1,2-b][1,2,4]triazol-2-yl]-tetrahydropyran-4-yl-methanon F[C@H]1C[C@H](N2N=C(N=C21)C(=O)C2CCOCC2)C2=CC=CC=C2 |r|